C1(CCC1)CN[C@H]1CN(CCC1)C1=CC=C(N=N1)C(C)NC(=O)C=1N=C2N(C(C1)=S)C=CC=C2 N-(1-(6-((R)-3-((cyclobutylmethyl)amino)piperidin-1-yl)pyridazin-3-yl)ethyl)-4-thioxo-4H-pyrido[1,2-a]pyrimidine-2-carboxamide